CN1N=CC(=C1)C=1N=C(NC1)C1N(CCCC1)C(C(C)SC)=O 1-(2-(4-(1-methyl-1H-pyrazol-4-yl)-1H-imidazol-2-yl)piperidin-1-yl)-2-(methylthio)propan-1-one